di(tert-butylaminoethyl) ether C(C)(C)(C)NCCOCCNC(C)(C)C